OCC1=CCC(CC1)CO 1,4-bis(hydroxymethyl)cyclohexene